2,5-dichloro-N-[(1R)-1-[3-(difluoromethyl)-2-fluoro-phenyl]ethyl]pyridine-3-carboxamide ClC1=NC=C(C=C1C(=O)N[C@H](C)C1=C(C(=CC=C1)C(F)F)F)Cl